COC=1C(=C(C2=CC=CC=C2C1)O)C 3-methoxy-2-methylnaphthalen-1-ol